5-(4-(4-(cyanomethylcarbamoyl)phenyl)pyrimidin-2-ylamino)-N,N-dimethyl-2-morpholino-benzamide C(#N)CNC(=O)C1=CC=C(C=C1)C1=NC(=NC=C1)NC=1C=CC(=C(C(=O)N(C)C)C1)N1CCOCC1